ClC=1C=C2C(=NC=NC2=C(C1)C(F)(F)F)N([C@@H](C)C=1N(N=CN1)C1=NC=CC=N1)CC1CC1 6-chloro-N-(cyclopropylmethyl)-N-[(1S)-1-(2-pyrimidin-2-yl-1,2,4-triazol-3-yl)ethyl]-8-(trifluoromethyl)quinazolin-4-amine